N1CCC(CC1)COC1=CC=NC2=CC=C(C=C12)OC(C)C 4-(piperidin-4-ylmethoxy)-6-(propan-2-yloxy)quinoline